C(C)(C)(C)NS(=O)(=O)N1CCCC2=C(C=CC=C12)NC([C@H](CC1=CC=CC=C1)NC(OC(C)(C)C)=O)=O tert-butyl (s)-1-(1-(N-tert-butylsulfamoyl)-1,2,3,4-tetrahydroquinolin-5-ylamino)-1-oxo-3-phenylpropan-2-ylcarbamate